CC1C(=C(CCC1)C)C trimethylcyclohex-1-en